(R)-2-(2-(2-isopropylphenyl)-4-(3-methoxy-4-(trifluoromethyl)benzyl)piperazin-1-yl)-7-azaspiro[3.5]nonane C(C)(C)C1=C(C=CC=C1)[C@H]1N(CCN(C1)CC1=CC(=C(C=C1)C(F)(F)F)OC)C1CC2(C1)CCNCC2